(difluoromethyl)benzenesulfonamide tert-Butyl-8-(5-formyl-2-(pyridin-4-yl)pyrido[3,4-d]pyrimidin-4-yl)-2,8-diazaspiro[4.5]decane-2-carboxylate C(C)(C)(C)OC(=O)N1CC2(CC1)CCN(CC2)C=2C1=C(N=C(N2)C2=CC=NC=C2)C=NC=C1C=O.FC(F)C1=C(C=CC=C1)S(=O)(=O)N